P(=O)(O)(O)O.OC=1[C@H](OC(C1O)=O)[C@H](CO)O Vitamin C phosphate